5-bromo-8-methoxy-1,2,3,4-tetrahydronaphthalene BrC1=C2CCCCC2=C(C=C1)OC